styrene maleate (STYRENEMALEATE) C(=CC1=CC=CC=C1)/C(=C/C(=O)O)/C(=O)O.C(\C=C/C(=O)O)(=O)O.C=CC1=CC=CC=C1